(R)-10-((dimethylamino)methyl)-4-ethyl-4,9-dihydroxy-1H-pyrano[3',4':6,7]indolizino[1,2-b]quinoline-3,14(4H,12H)-dione hydrochloride Cl.CN(C)CC=1C=2C=C3C(=NC2C=CC1O)C1=CC2=C(C(N1C3)=O)COC([C@@]2(O)CC)=O